ClC=1C(N(C(=CC1OCC=1N=NC=CC1)C)C1=CC(=NC=C1C)N1C(C(=CC=C1)C(C)(C)O)=O)=O 3''-chloro-3-(2-hydroxypropan-2-yl)-5',6''-dimethyl-4''-((pyridazin-3-yl)methoxy)-2H,2''H-[1,2':4',1''-terpyridine]-2,2''-dione